OC1(CC1)C1=NN(C=N1)C1CC2(CN(C2)C(=O)N2CC3(C2)CC(C3)CC=3N=NC(=CC3)C(F)(F)F)C1 [6-[3-(1-hydroxycyclopropyl)-1,2,4-triazol-1-yl]-2-azaspiro[3.3]heptan-2-yl]-[6-[[6-(trifluoromethyl)pyridazin-3-yl]methyl]-2-azaspiro[3.3]heptan-2-yl]methanone